N-[3-(furoyl)propionyl]-2-phenylalanine O1C(=CC=C1)C(=O)CCC(=O)N[C@@](C)(C(=O)O)C1=CC=CC=C1